tert-butyl N-[4-[[2-[2-[1-(2,6-dioxo-3-piperidyl)-3-methyl-2-oxo-benzimidazol-5-yl]ethoxy]ethyl-methyl-amino]methyl]cyclohexyl]carbamate O=C1NC(CCC1N1C(N(C2=C1C=CC(=C2)CCOCCN(C)CC2CCC(CC2)NC(OC(C)(C)C)=O)C)=O)=O